fluoroethylpropionate FCCOC(CC)=O